8-bromo-3H-pyrrolo[2,3-c]isoquinoline BrC1=CC=2C3=C(N=CC2C=C1)NC=C3